C1(=CC=CC2=CC=CC=C12)[C@@H](C)NC(=O)[C@@H]1OC2=CC=CC=C2C2(OCCO2)C1 (R)-N-((R)-1-(naphthalen-1-yl)ethyl)spiro[chromane-4,2'-[1,3]dioxolane]-2-carboxamide